5-diphosphoimidazolium P(=O)([O-])(OP(=O)(O)O)C1=C[NH+]=CN1